N1=CN=C(C2=C1NC=C2)C=2C=NN(C2)C2(CN(C2)C2CCN(CC2)C(=O)C2=CC(=C(C=C2)C2=CC(=C(C=C2)F)F)F)CC#N (3-[4-(7H-pyrrolo[2,3-d]pyrimidin-4-yl)-1H-pyrazol-1-yl]-1-{1-[(2,3',4'-trifluorobiphenyl-4-yl)carbonyl]piperidin-4-yl}azetidin-3-yl)acetonitrile